(R)-4-(4-(5-chloro-7-((3,3-dimethylbutan-2-yl)amino)-[1,2,4]triazolo[1,5-a]pyrimidin-6-yl)-3,5-difluorophenyl)but-3-yn-1,1-d2-1-ol ClC1=NC=2N(C(=C1C1=C(C=C(C=C1F)C#CCC(O)([2H])[2H])F)N[C@H](C)C(C)(C)C)N=CN2